COC=1C=C(C2=CC=CC=C2C1)N1NC=CN=C1 2-(3-methoxynaphthyl)-1,2,4-triazine